C1(CC1)C1=NC=NC(=C1C1=NC=CC(=N1)OCC1=C(C=C(C(=C1)F)C=1N(C=C(N1)C(F)(F)F)C)CC)OC 4-cyclopropyl-5-[4-[[2-ethyl-5-fluoro-4-[1-methyl-4-(trifluoromethyl)imidazol-2-yl]phenyl]methoxy]pyrimidin-2-yl]-6-methoxy-pyrimidine